ClC=1C=C(C(=NC1)OC)S(=O)(=O)NC1=C(C(=C(C=C1)F)COC=1C=C2C(=NC1)NN=C2C)F 5-chloro-N-[2,4-difluoro-3-[([3-methyl-1H-pyrazolo[3,4-b]pyridin-5-yl]oxy)methyl]phenyl]-2-methoxypyridine-3-sulfonamide